BrC1=NN(C(=C1Br)Br)CCOCCOC 3,4,5-tribromo-1-(3,6-dioxaheptyl)-pyrazole